CC(C[C@H](C(NNC[C@H]1C(NCC1)=O)=O)NC(OCC1=CC=CC=C1)=O)C benzyl ((R)-4-methyl-1-oxo-1-(2-(((S)-2-oxopyrrolidin-3-yl)methyl)hydrazineyl)pentan-2-yl)carbamate